N1C=NC=C1C(=O)N Imidazole-5(1H)-carboxamide